7-oxo-3-(trifluoromethyl)-6,7,7a,8,10,11-hexahydropyrazino[1,2-a]pyrido[3,2-f][1,4]diazepine O=C1C2N(C3=C(CN1)C=C(C=N3)C(F)(F)F)CCNC2